COC1=CC=C(CN(S(=O)(=O)C2=C(C=CC(=C2C=2N=NN(N2)CC2=CC=C(C=C2)OC)C2=CC=CC3=C2N=C(S3)C#N)S(=O)(=O)CCNC(OC(C)(C)C)=O)CC3=CC=C(C=C3)OC)C=C1 tert-butyl (2-((2-(N,N-bis(4-methoxybenzyl)sulfamoyl)-4-(2-cyanobenzo[d]thiazol-4-yl)-3-(2-(4-methoxy-benzyl)-2H-tetrazol-5-yl)phenyl)sulfonyl)ethyl)carbamate